FC=1C=C(C=CC1C(=O)NC)NC(C)(C(=O)O)C N-[3-fluoro-4-[(methylamino)carbonyl]phenyl]-2-methylalanine